4-ethyl-styrene methyl-3-(azepan-1-yl)-6-chloropyridazine-4-carboxylate COC(=O)C1=C(N=NC(=C1)Cl)N1CCCCCC1.C(C)C1=CC=C(C=C)C=C1